CC(C)(C)S(=O)N[C@H](C)C1=CC=2C(C=N1)=CN(N2)C 2-methyl-N-[(1R)-1-{2-methyl-2H-pyrazolo[4,3-c]pyridin-6-yl}ethyl]propane-2-sulfinamide